C(C1=CC=CC=C1)N1CCC(CC1)CCNC(=O)C=1C=NC=2N(C1C)N=C(C2)C2=CC=C(C=C2)OC N-[2-(1-benzylpiperidin-4-yl)ethyl]-2-(4-methoxyphenyl)-7-methylpyrazolo[1,5-a]pyrimidine-6-carboxamide